tert-butyl 3-{[2-(deutero)meth-oxy-5-[3-(methylcarbamoyl)-1H-indazol-6-yl]pyridin-3-yl]formamido}-2,2-dimethylpropanoate [2H]COC1=NC=C(C=C1C(=O)NCC(C(=O)OC(C)(C)C)(C)C)C1=CC=C2C(=NNC2=C1)C(NC)=O